C(C(=C)C)(=O)N[C@@H](CCCCN)C(=O)O methacryloyl-L-Lysine